4-cyclobutylmethyl-4-phenyl-6-methoxy-1,3-benzoxazine-2(4H)-one C1(CCC1)CC1(NC(OC2=C1C=C(C=C2)OC)=O)C2=CC=CC=C2